NC=1C=2N(C3=CC(=CC=C3N1)C(=O)N(C1CCC3=CC(=CC=C13)C(F)(F)F)C13CC(C1)C3)C=NN2 4-amino-N-(bicyclo[1.1.1]pentan-1-yl)-N-(5-(trifluoromethyl)-2,3-dihydro-1H-inden-1-yl)-[1,2,4]triazolo[4,3-a]quinoxaline-8-carboxamide